N-methyl-hydroxyethyl-acrylamide CNC(C(=C)CCO)=O